[N+](=O)([O-])CC(=O)C[N+](=O)[O-] nitro-methyl ketone